2-(6-(piperidin-4-ylamino)pyridazin-3-yl)-5-(1H-pyrazol-4-yl)phenol N1CCC(CC1)NC1=CC=C(N=N1)C1=C(C=C(C=C1)C=1C=NNC1)O